3-[(3-benzyl-1,2,4-oxadiazol-5-yl)methyl]-1-(4-methylphenyl)urea C(C1=CC=CC=C1)C1=NOC(=N1)CNC(NC1=CC=C(C=C1)C)=O